bis(1-(2,4-difluorophenyl)-3-pyrrolyl)titanocene FC1=C(C=CC(=C1)F)N1C=C(C=C1)[C-]1C=CC=C1.[C-]1(C=CC=C1)C1=CN(C=C1)C1=C(C=C(C=C1)F)F.[Ti+2]